(2S)-3-[3-(Hydroxymethyl)-5-methylphenyl]-2-[(3R)-pyrrolidin-3-yl]propanoate ammonium salt [NH4+].OCC=1C=C(C=C(C1)C)C[C@H](C(=O)[O-])[C@@H]1CNCC1